(S)-3-(cyclopropyl(4-methoxypyridin-2-yl)methyl)-8-(1-ethyl-3-(trifluoromethyl)-1H-pyrazol-4-yl)-6-(hydroxymethyl)quinazolin-4(3H)-one C1(CC1)[C@H](N1C=NC2=C(C=C(C=C2C1=O)CO)C=1C(=NN(C1)CC)C(F)(F)F)C1=NC=CC(=C1)OC